BrC1=C(C(=C(C=C1)N)N)F 4-bromo-3-fluoro-1,2-phenylenediamine